methyl 5,7-dichloropyrazolo[1,5-a]pyrimidine-3-carboxylate ClC1=NC=2N(C(=C1)Cl)N=CC2C(=O)OC